(5-trifluoromethoxy-1H-benzo[d]imidazol-2-yl)pyrrolidine-1-carboxamidine hydrochloride Cl.FC(OC1=CC2=C(NC(=N2)C2N(CCC2)C(=N)N)C=C1)(F)F